N-(2-((R)-4-cyanothiazolidin-3-yl)-2-oxoethyl)-6-((RS)-2,2-dimethyltetrahydro-2H-pyran-4-yl)quinoline-4-carboxamide C(#N)[C@H]1N(CSC1)C(CNC(=O)C1=CC=NC2=CC=C(C=C12)[C@H]1CC(OCC1)(C)C)=O |&1:22|